ClC1=CC2=C(N(C(C(N2C)=O)=O)C2CCN(CC2)C2=NC=C(C=N2)C(=O)NCC)N=C1 2-(4-(7-chloro-1-methyl-2,3-dioxo-2,3-dihydropyrido[2,3-b]pyrazin-4(1H)-yl)piperidin-1-yl)-N-ethylpyrimidine-5-carboxamide